N=1C=NN2C1C=CC(=C2)C2=CC=C1C(CNCC1=C2[2H])C2=CC(=C(C=C2)Cl)Cl 7-([1,2,4]triazolo[1,5-a]pyridin-6-yl)-4-(3,4-dichlorophenyl)-1,2,3,4-tetrahydroisoquinoline-8-d